3-((2-aminopyridin-4-yl)methoxy)-5-(5-methoxy-2-methyl-1,2,3,4-tetrahydroisoquinolin-7-yl)pyrazin-2-amine NC1=NC=CC(=C1)COC=1C(=NC=C(N1)C1=CC(=C2CCN(CC2=C1)C)OC)N